methyl 6-(trifluoromethyl)pyridine-2-carboxylate FC(C1=CC=CC(=N1)C(=O)OC)(F)F